α,α-diphenyl-N-sulfinyl-benzylamine C1(=CC=CC=C1)C(C1=CC=CC=C1)(C1=CC=CC=C1)N=S=O